FC(OC=1C=C(C=C2NC(C(=NC12)C)=O)CN1CCN(CC1)C=1C=CC(=NC1)C(=O)NC)F 5-(4-((8-(difluoromethoxy)-2-methyl-3-oxo-3,4-dihydroquinoxalin-6-yl)methyl)piperazin-1-yl)-N-methylpyridinecarboxamide